3-((Dimethylamino)methyl)-N-((1,2,3,5,6,7-hexahydro-s-indacen-4-yl)carbamoyl)-5-methylbenzenesulfonamide, sodium salt [Na].CN(C)CC=1C=C(C=C(C1)C)S(=O)(=O)NC(NC1=C2CCCC2=CC=2CCCC12)=O